[1-13C1]glucose O=[13CH][C@H](O)[C@@H](O)[C@H](O)[C@H](O)CO